Methyl (S)-6-(2-(fluoromethyl)piperidin-1-yl)quinoline-4-carboxylate FC[C@H]1N(CCCC1)C=1C=C2C(=CC=NC2=CC1)C(=O)OC